(S)-3-(isoquinolin-4-yl)-2-oxo-1-phenylimidazoline-4-carbonitrile C1=NC=C(C2=CC=CC=C12)N1C(N(C[C@H]1C#N)C1=CC=CC=C1)=O